(1S,2S)-N-(6-(5-chloro-6-fluoro-7-((2-methyl-1H-pyrrol-1-yl)methyl)-1H-indazol-4-yl)imidazo[1,2-a]pyrazin-2-yl)-2-fluorocyclopropane-1-carboxamide ClC=1C(=C2C=NNC2=C(C1F)CN1C(=CC=C1)C)C=1N=CC=2N(C1)C=C(N2)NC(=O)[C@H]2[C@H](C2)F